N-[3-methyl-1-[4-(trifluoromethyl)phenyl]indol-5-yl]acrylamide tert-Butyl-(3-((2-chloro-5-nitrophenyl)carbamoyl)-2,6-difluorophenyl)carbamate C(C)(C)(C)N(C(O)=O)C1=C(C(=CC=C1F)C(NC1=C(C=CC(=C1)[N+](=O)[O-])Cl)=O)F.CC1=CN(C2=CC=C(C=C12)NC(C=C)=O)C1=CC=C(C=C1)C(F)(F)F